OC(=CC=CC=CC(=O)O)C(CCCCCCCCCCCCCC)O 7,8-dihydroxy-docosatrienoic acid